5,6-dihydroxy-2,3-dihydro-1H-indene OC=1C=C2CCCC2=CC1O